NC1=CC=2C(=C3C(=NC2C=C1F)C1=CC2=C(C(N1C3)=O)COC([C@]2(O)CC)=O)CC (S)-9-amino-4,11-diethyl-8-fluoro-4-hydroxy-1,12-dihydro-14H-pyrano[3',4':6,7]indolizino[1,2-b]quinoline-3,14(4H)-dione